C1(=C(C(=C(C=2OC3=C(C21)C(=C(C(=C3[2H])[2H])[2H])[2H])[2H])[2H])OB(O)O)[2H] (2-dibenzofuranyl-1,3,4,6,7,8,9-d7)boric acid